4-((4-aminophenyl)(hydroxy)methyl)-N,N-dimethyl-1H-imidazole-1-sulfonamide NC1=CC=C(C=C1)C(C=1N=CN(C1)S(=O)(=O)N(C)C)O